2-(bis(2-(tetradecanoyloxy)ethyl)amino)-N-(2-hydroxyethyl)-N,N-dimethyl-2-oxoethyl-ammonium bromide [Br-].C(CCCCCCCCCCCCC)(=O)OCCN(C(C[N+](C)(C)CCO)=O)CCOC(CCCCCCCCCCCCC)=O